(aminoxy)diphenylphosphine oxide O(N)P(C1=CC=CC=C1)(C1=CC=CC=C1)=O